N-(4-(hydroxycarbamoyl)benzyl)-6,7-dimethyl-3-oxo-4-((2S,3S,4R)-2,3,4,5-tetrahydroxypentyl)-3,4-dihydroquinoxaline-2-carboxamide ONC(=O)C1=CC=C(CNC(=O)C2=NC3=CC(=C(C=C3N(C2=O)C[C@@H]([C@@H]([C@@H](CO)O)O)O)C)C)C=C1